C(C)(C)(C)N1CCN(CC1)C1=NC=C(C(=N1)C1=NC(=NN1C)C(=O)OC)F tert-butyl-4-(5-fluoro-4-(3-(methoxycarbonyl)-1-methyl-1H-1,2,4-triazol-5-yl)pyrimidin-2-yl)piperazine